O=C1NC(CCC1N1C(C2=CC=C(C=C2C1=O)CN1CCN(CC1)C1=C(C=C(C=C1)NC(C1=CC(=C(C=C1)C)C#CC1=CN=C2N1N=CC=C2)=O)C(F)(F)F)=O)=O N-(4-(4-((2-(2,6-dioxopiperidin-3-yl)-1,3-dioxoisoindolin-5-yl)methyl)piperazin-1-yl)-3-(trifluoromethyl)phenyl)-3-(imidazo[1,2-b]pyridazin-3-ylethynyl)-4-methylbenzamide